ClC=1C=C(OC=2N=NNC2C(=O)OCOC(C(C)C)=O)C=CC1Cl (isobutyryloxy)methyl 4-(3,4-dichlorophenoxy)-1H-1,2,3-triazole-5-carboxylate